9-fluoro-5,6,8,9,10,11-hexahydro-7H-5,9:7,11-dimethanobenzo[9]annulen-7-amine FC12CC3(CC(C4=C(C(C1)C3)C=CC=C4)C2)N